ClC(C(Cl)(Cl)Cl)OC(=O)ON1C(CCC1=O)=O N-(1,2,2,2-tetrachloroethoxycarbonyloxy)succinimide